The molecule is an alpha,omega-dicarboxylic acid that is succinic acid substituted by two methyl groups at positions 2 and 2 respectively. It derives from a succinic acid. CC(C)(CC(=O)O)C(=O)O